COC1=CC(=C(C=N1)N1C(C(=CC=C1C(F)(F)F)C(=O)O)=O)C 6'-methoxy-4'-methyl-2-oxo-6-(trifluoromethyl)-2H-[1,3'-bipyridine]-3-carboxylic acid